FC1=C(C=C(C=C1)NC(=O)C=1OC2=C(N1)C=CC(=C2)C)C2(N=CN(S(C2)(=O)=O)C)C 5-(2-fluoro-5-(6-methylbenzo[d]oxazole-2-carboxamido)phenyl)-2,5-dimethyl-1,1-dioxo-1,2,4-thiadiazin